ClC=1C=C2C(=NC1)[C@]1([C@@](O2)([C@@H]([C@H]([C@H]1O)S(=O)(=O)C)C1=CC=CC=C1)C1=CC=C(C#N)C=C1)O |r| Rac-4-((5aR,6S,7R,8S,8aS)-3-chloro-8,8a-dihydroxy-7-(methylsulfonyl)-6-phenyl-6,7,8,8a-tetrahydro-5aH-cyclopenta[4,5]furo[3,2-b]pyridin-5a-yl)benzonitrile